tert-butyl (3-(4-(5-fluoro-9-(1-methyl-1H-1,2,4-triazol-5-yl)-3-oxo-2,7,8,9-tetrahydro-3H-pyrido[4,3,2-de]phthalazin-8-yl)phenoxy)propyl)carbamate FC=1C=C2C=3C(=NNC(C3C1)=O)C(C(N2)C2=CC=C(OCCCNC(OC(C)(C)C)=O)C=C2)C2=NC=NN2C